(R)-N-(4-(4-(2-chloro-3-ethylphenyl)piperazin-1-yl)-3-fluorobutyl)-1H-indole-2-carboxamide ClC1=C(C=CC=C1CC)N1CCN(CC1)C[C@@H](CCNC(=O)C=1NC2=CC=CC=C2C1)F